dimethyl-pentamethylcyclopentadienyl(1-pentyl-6,6-dimethyl-1,5,6,7-tetrahydro-s-indacenyl)hafnium C[Hf](C1(C=CC2=CC=3CC(CC3C=C12)(C)C)CCCCC)(C1(C(=C(C(=C1C)C)C)C)C)C